3-((5-chloro-[1,1'-biphenyl]-3-yl)oxy)-1-((4-methyl-5-oxo-4,5-dihydro-1H-1,2,4-triazol-3-yl)methyl)-4-(trifluoromethyl)pyridin-2(1H)-one ClC=1C=C(C=C(C1)C1=CC=CC=C1)OC=1C(N(C=CC1C(F)(F)F)CC1=NNC(N1C)=O)=O